COCC(C)(C)C 2-(methoxymethyl)-2-methylpropan